C(CC)OS(OCCC)(OCCC)[SiH3] Tripropoxymercaptosilan